OCCCCCC(CCCCCO)(CCCCCO)CCCCCO 6,6-bis(5-hydroxypentyl)undecane-1,11-diol